FC(C(C(C(C(C(O)(O)F)(F)F)(F)F)(F)F)(F)F)CC Decafluorooctanediol